tert-butyl ({4-[3-(6-methoxypyridazin-3-yl)-1,2,4-oxadiazol-5-yl]bicyclo[2.2.2]octan-1-yl}methyl)carbamate COC1=CC=C(N=N1)C1=NOC(=N1)C12CCC(CC1)(CC2)CNC(OC(C)(C)C)=O